N1N=CC2=CC=CC(=C12)CNC(\C=C\C=1SC=CC1)=O (E)-N-[(1H-indazol-7-yl)methyl]-3-(thiophen-2-yl)acrylamide